3-bromo-5,6-difluoro-8-methoxy-quinoline BrC=1C=NC2=C(C=C(C(=C2C1)F)F)OC